C(CC)N(CCC)CC=1C=C(C=CC1)C1=CC=C(C=C1)C=1C=C(C2=C(NC(=N2)C)C1)C(=O)O 6-(3'-((dipropylamino)methyl)-[1,1'-biphenyl]-4-yl)-2-methyl-1H-benzo[d]imidazole-4-carboxylic acid